ClC1=C(C=O)C=CC(=C1C)F 2-CHLORO-4-FLUORO-3-METHYLBENZALDEHYDE